C(CCC)(=O)N[C@H]1C(O)O[C@@H]([C@H]([C@@H]1OC(=O)NC1CCCCC1)O)COC(CCC(=O)NC1CCCCC1)=O 2-N-butyryl-3-O-cyclohexylaminocarbonyl-6-O-(4-cyclohexylamino-4-oxo-Butyryl)-D-glucosamine